NC12CC(C1)(C2)N2C(N1[C@@H](CN(CC1)C(=O)OC(C)(C)C)C2)=O tert-butyl (R)-2-(3-aminobicyclo[1.1.1]pentan-1-yl)-3-oxohexahydroimidazo[1,5-a]pyrazine-7(1H)-carboxylate